1-[4-fluoro-2-(2,2,2-trifluoroethoxy)phenyl]-2-oxo-N-[4-(piperidine-1-carbonyl)phenyl]-1,2-dihydropyridine-3-carboxamide FC1=CC(=C(C=C1)N1C(C(=CC=C1)C(=O)NC1=CC=C(C=C1)C(=O)N1CCCCC1)=O)OCC(F)(F)F